IC1=CC(=NC(=C1)OC1CCC(CC1)C(F)(F)F)C rel-4-iodo-2-methyl-6-{[(1r,4r)-4-(trifluoromethyl)-cyclohexyl]oxy}pyridine